C(C)(C)(C)OC(=O)N(CCOC/C=C/C=1C=C2C(=NC1)NC([C@@]21CC2=C(C=NC(=C2)C(=O)OC(C)C)C1)=O)C isopropyl (R,E)-5'-(3-(2-((tert-butoxycarbonyl)(methyl)amino)ethoxy)prop-1-en-1-yl)-2'-oxo-1',2',5,7-tetrahydrospiro[cyclopenta[c]pyridine-6,3'-pyrrolo[2,3-b]pyridine]-3-carboxylate